3-(N-(4-chloro-5-cyano-2-(spiro[2.3]hexan-5-yloxy)phenyl)sulfamoyl)-4-cyclopropylbenzoic acid ClC1=CC(=C(C=C1C#N)NS(=O)(=O)C=1C=C(C(=O)O)C=CC1C1CC1)OC1CC2(CC2)C1